C(CCC)N(C(CC)=O)CCCC N,N-di-n-butylpropanamide